N-[2,2-dimethyl-3-(piperidin-1-yl)propyl]-4H,5H,6H,7H,8H,9H-cycloocta[b]thiophene-2-carboxamide CC(CNC(=O)C1=CC2=C(S1)CCCCCC2)(CN2CCCCC2)C